1,5-dichloro-2-iodo-3-(methoxymethoxy)benzene ClC1=C(C(=CC(=C1)Cl)OCOC)I